(E)-3-(4-bromophenyl)-1-(4-(6-chloronicotinyl)piperazin-1-yl)prop-2-en-1-one BrC1=CC=C(C=C1)/C=C/C(=O)N1CCN(CC1)CC1=CN=C(C=C1)Cl